5-fluoro-6-[[1-(trifluoromethyl)cyclopropyl]methoxy]pyridine-3-carboxylic acid FC=1C=C(C=NC1OCC1(CC1)C(F)(F)F)C(=O)O